N-[2-(2-aminoethylcarbamoylamino)ethyl]-4-[[3-(2,3-difluoro-4-methoxyphenyl)imidazo[1,2-a]pyrazin-8-yl]amino]-2-ethylbenzamide NCCNC(=O)NCCNC(C1=C(C=C(C=C1)NC=1C=2N(C=CN1)C(=CN2)C2=C(C(=C(C=C2)OC)F)F)CC)=O